C(CCCCCCCCCCC\C=C/CCCCCCCC)(=O)OCCCCCCCCCCCCCCCCCCCCCC behenyl erucate